3-bromo-2-hydroxy-5-(trifluorometh-yl)pyridine BrC=1C(=NC=C(C1)C(F)(F)F)O